(R)-N-(4-((5-(1-amino-8-azaspiro[4.5]decan-8-yl)-[1,2,4]tri-azolo[4,3-c]pyrimidin-8-yl)thio)phenyl)acetamide N[C@@H]1CCCC12CCN(CC2)C2=NC=C(C=1N2C=NN1)SC1=CC=C(C=C1)NC(C)=O